FC(OC1=C(C=C(C=C1)SC)C1=NN(C=C1NC(=O)C=1C=NN2C1N=CC=C2)[C@@H]2CNCCC2)F N-[3-[2-(difluoromethoxy)-5-methylsulfanyl-phenyl]-1-[(3S)-3-piperidyl]pyrazol-4-yl]pyrazolo[1,5-a]pyrimidine-3-carboxamide